Tetrahydroquinoline-3-carboxamide TFA salt OC(=O)C(F)(F)F.N1CC(CC2=CC=CC=C12)C(=O)N